ClC=1C=C(C=CC1F)NC(=O)C1=CC=CC2=C1SCC2NC(OCC2=NC=CC=C2)=O Pyridin-2-ylmethyl (7-((3-chloro-4-fluorophenyl)carbamoyl)-2,3-dihydrobenzo[b]thiophen-3-yl)carbamate